C1(CC1)CNC1=NC=2N(C=C1)N=CC2C=2N=NN(C2)C=2C(=NN(C2)C2CCC(CC2)CO)C(F)F ((1r,4r)-4-(4-(4-(5-((cyclopropylmethyl)amino)pyrazolo[1,5-a]pyrimidin-3-yl)-1H-1,2,3-triazol-1-yl)-3-(difluoromethyl)-1H-pyrazol-1-yl)cyclohexyl)methanol